BrC=1C=C(C=C2CCN(CC2)C(=O)OC(C)(C)C)C=CC1 tert-Butyl 4-(3-bromobenzylidene)piperidine-1-carboxylate